1-(1-ethoxy)-4-vinylbenzene C(C)OC1=CC=C(C=C1)C=C